FCCOS(=O)(=O)C(F)(F)F Fluoroethyltrifluoromethanesulfonate